ClC1=CC(=C(C=C1)CC(=O)OCC)COC ethyl 2-(4-chloro-2-(methoxymethyl)phenyl)acetate